C1=CC(=CC=2C3=CC=CC=C3C3(C12)C1=CC=CC=C1C=1C=CC=CC13)C=1C=CC3=C(C2=C(S3)C=CC=C2Br)C1 8-(9,9'-Spirobi[fluoren]-3-yl)-1-bromodibenzo[b,d]thiophene